selenocysteine nicotine salt N1=CC=CC(=C1)C1N(C)CCC1.N[C@@H](C[SeH])C(=O)O